C(C)(C)(C)OC(=O)N[C@H](C(=O)N1[C@@H]([C@H]2[C@H]3C=C[C@@H]([C@H]2C1)C3)C(=O)O)C(C)(C)C (1r,2S,3S,6r,7S)-4-[(2S)-2-[(tert-butoxycarbonyl)amino]-3,3-dimethylbutyryl]-4-azatricyclo[5.2.1.0{2,6}]dec-8-ene-3-carboxylic acid